1-(difluoromethyl)-1H-pyrazol-4-amine HCl salt Cl.FC(N1N=CC(=C1)N)F